N-(2-((3S,4R)-3,4-difluoropyrrolidin-1-yl)-4-(3,4-dihydro-2H-pyran-6-yl)pyridin-3-yl)-5-fluoro-6-methoxynicotinamide F[C@H]1CN(C[C@H]1F)C1=NC=CC(=C1NC(C1=CN=C(C(=C1)F)OC)=O)C1=CCCCO1